N-[(4-fluoro-1H-benzimidazol-2-yl)methyl]-2-(methylsulfanyl)-8-(trifluoromethyl)pyrazolo[1,5-a][1,3,5]triazin-4-amine FC1=CC=CC=2NC(=NC21)CNC2=NC(=NC=1N2N=CC1C(F)(F)F)SC